C(C1=CC=CC=C1)NC1=C(C=C(C=C1)OC)C(=C)C1=CC=CC=C1 N-benzyl-4-methoxy-2-(1-phenylvinyl)aniline